C(C)(C)(C)OC(CN(S(=O)(=O)C1=C(C(=C(C(=C1F)F)F)F)Br)CC1=C(C=CC=C1)C(F)(F)F)=O.ClC1=C(C(=CC=C1)Cl)CC(=O)NC1=CC(=C2C=CN=C(C2=C1)OC)S(N)(=O)=O 2-(2,6-dichlorophenyl)-N-(1-methoxy-5-sulfamoylisoquinolin-7-yl)acetamide tert-butyl-2-(2-bromo-3,4,5,6-tetrafluoro-N-(2-(trifluoromethyl)benzyl)phenyl-sulfonamido)acetate